O[C@@H](C)C=1N(C=CN1)CC=1N=C(OC1)C1=CC=C(C=C1)C#CC1=CC=C(C=C1)C(=O)N1CCOCC1 (S)-(4-((4-(4-((2-(1-hydroxy-ethyl)-1H-imidazol-1-yl)methyl)oxazol-2-yl)phenyl)ethynyl)phenyl)(morpholino)methanone